OC1=C(C=O)C(=CC=C1)OC[C@H]1N(CCOC1)C(C1=C(N=CC=C1)CCOC)=O (S)-2-hydroxy-6-((4-(2-(2-methoxyethyl)nicotinoyl)-morpholin-3-yl)methoxy)-benzaldehyde